1-[rac-(3R)-3-[3-(azetidin-1-ium-3-ylcarbamoyl)phenyl]-3-[[rac-(7S)-7-tert-butyl-5,6,7,8-tetrahydrothiazolo[5,4-b]quinoline-2-carbonyl]amino]propyl]piperidine-4-carboxylic acid [NH2+]1CC(C1)NC(=O)C=1C=C(C=CC1)[C@@H](CCN1CCC(CC1)C(=O)O)NC(=O)C=1SC2=NC=3CC[C@@H](CC3C=C2N1)C(C)(C)C |r|